(E)-N-(4-((4-([1,2,4]triazolo[4,3-c]pyrimidin-7-yloxy)-3-methylphenyl)amino)quinazolin-6-yl)-2-cyano-3-cyclopropylacrylamide N=1N=CN2C=NC(=CC21)OC2=C(C=C(C=C2)NC2=NC=NC1=CC=C(C=C21)NC(\C(=C\C2CC2)\C#N)=O)C